F[C@@H]1CN(CCC1=O)C(=O)OC(C)(C)C |r| rac-tert-Butyl 3-fluoro-4-oxopiperidine-1-carboxylate